2-(4-nitrophenyl)ethane-1-ol [N+](=O)([O-])C1=CC=C(C=C1)CCO